O[C@@H]1CCCC(C=2C1=NC=CC2)=O (R)-9-hydroxy-6,7,8,9-tetrahydro-5H-cyclohepta[b]pyridin-5-one